2,6-difluoro-4-(morpholino-d8)aniline tert-butyl-3-(7-bromo-2-chloro-8-fluoro-quinazolin-4-yl)-3,8-diazabicyclo[3.2.1]octane-8-carboxylate C(C)(C)(C)OC(=O)N1C2CN(CC1CC2)C2=NC(=NC1=C(C(=CC=C21)Br)F)Cl.FC2=C(N)C(=CC(=C2)N2C(C(OC(C2([2H])[2H])([2H])[2H])([2H])[2H])([2H])[2H])F